3,5-dimethyl-4-methoxyphenyl-boronic acid CC=1C=C(C=C(C1OC)C)B(O)O